piperidine-2,6-dione acetate C(C)(=O)O.N1C(CCCC1=O)=O